6-(5,5-dimethyl-1,3,2-dioxaborinan-2-yl)-N-[(E)-(4-fluoro-3-methoxy-phenyl)methyleneamino]-N-methyl-1,1-dioxo-1,2-benzothiazol-3-amine CC1(COB(OC1)C1=CC2=C(C(=NS2(=O)=O)N(C)/N=C/C2=CC(=C(C=C2)F)OC)C=C1)C